methyl 2-carbamoyl-5-methyl-1-benzofuran-6-carboxylate C(N)(=O)C=1OC2=C(C1)C=C(C(=C2)C(=O)OC)C